N,N-bis(dodecyl)isoquinoline-8-carboxamide C(CCCCCCCCCCC)N(C(=O)C=1C=CC=C2C=CN=CC12)CCCCCCCCCCCC